2-(2,6-dioxopiperidin-3-yl)-4-({2-[1-(2-hydroxyethyl)-1H-1,2,3-triazol-4-yl]ethyl}amino)-2,3-dihydro-1H-isoindole-1,3-dione O=C1NC(CCC1N1C(C2=CC=CC(=C2C1=O)NCCC=1N=NN(C1)CCO)=O)=O